3-benzyl-1-(trans-4-((4-(3-fluoro-3-(hydroxymethyl)-azetidin-1-yl)-5-(trifluoromethyl)pyrimidin-2-yl)amino)cyclohexyl)-1-(2'-methoxy-5,5'-bipyrimidin-2-yl)urea C(C1=CC=CC=C1)NC(N(C1=NC=C(C=N1)C=1C=NC(=NC1)OC)[C@@H]1CC[C@H](CC1)NC1=NC=C(C(=N1)N1CC(C1)(CO)F)C(F)(F)F)=O